O1CCN(CC1)C=1C=C(C=C(C1)C(F)(F)F)NC(=O)C1=CSC=2CN(CCC21)C(=O)C=2C=NN1C2C=NC=C1 N-(3-morpholino-5-(tri-fluoromethyl)phenyl)-6-(pyrazolo[1,5-a]pyrazine-3-carbonyl)-4,5,6,7-tetra-hydrothieno[2,3-c]pyridine-3-carboxamide